(S)-2-((1-(5-fluoro-3-methylbenzofuran-2-yl)-2-methylpropyl)amino)-1H-benzo[d]imidazole-6-sulfonamide FC=1C=CC2=C(C(=C(O2)[C@H](C(C)C)NC2=NC3=C(N2)C=C(C=C3)S(=O)(=O)N)C)C1